C(CCCCC)N(CCC(=O)O)CCCCCCCC 3-(N-hexyloctylamino)propionic acid